C(C)C=1C=CC2=C(C3=CC=CC=C3C=C2C1)OC(=O)C1C(CC=CC1)C(=O)O 3-ethyl-9-[2-carboxy(4-cyclohexenyl)]carbonyloxyanthracene